4-((2S,4S)-4-(2-acetamidoethoxy)-1-((5-methoxy-7-methyl-1H-indol-4-yl)methyl)piperidin-2-yl)benzoic acid C(C)(=O)NCCO[C@@H]1C[C@H](N(CC1)CC1=C2C=CNC2=C(C=C1OC)C)C1=CC=C(C(=O)O)C=C1